5-(3-(((S)-1-(1H-tetrazol-1-yl)propan-2-yl)oxy)-4-chlorophenyl)-N-(3-(3-methoxypropoxy)-1-((1r,4r)-4-morpholinocyclohexyl)-1H-pyrazol-4-yl)pyrimidin-2-amine N1(N=NN=C1)C[C@H](C)OC=1C=C(C=CC1Cl)C=1C=NC(=NC1)NC=1C(=NN(C1)C1CCC(CC1)N1CCOCC1)OCCCOC